N-(1-(trans-4-ethoxycyclohexyl)-3-(3,5,6-trifluoropyridin-2-yl)-1H-pyrazol-4-yl)-2-(1H-pyrazol-4-yl)oxazole-4-carboxamide C(C)O[C@@H]1CC[C@H](CC1)N1N=C(C(=C1)NC(=O)C=1N=C(OC1)C=1C=NNC1)C1=NC(=C(C=C1F)F)F